C(C)(C)(C)OC(=O)N(C(OC(C)(C)C)=O)C1=NC(=CC(=N1)Cl)C1=C(C=CC=C1CC)CC tert-butyl N-tert-butoxycarbonyl-N-[4-chloro-6-(2,6-diethylphenyl)pyrimidin-2-yl]carbamate